C(C)OC(C1=CC=C(C=C1)N1CCN(CC1)C1=CC(=C(C=C1)OC[C@@H]1CO[C@](C1)(C1=C(C=C(C=C1)F)F)CN1N=CN=C1)C)=O 4-(4-(4-(((3R,5R)-5-((1H-1,2,4-triazol-1-yl)methyl)-5-(2,4-difluorophenyl)-tetrahydrofuran-3-yl)methoxy)-3-methylphenyl)piperazin-1-yl)benzoic acid ethyl ester